bisdiethylaminoethanol C(C)N(CC)C(C)(O)N(CC)CC